CN(C)C(=O)C1=CC2=CN=C(N=C2N1C3CCCC3)Cl 2-chloro-7-cyclopentyl-N,N-dimethyl-7H-pyrrolo[2,3-D]pyrimidine-6-carboxamide